F[B-](F)(F)F.F[B-](F)(F)F.ClC[N+]12CC[N+](CC1)(CC2)F 1-Chloromethyl-4-fluoro-1,4-diazoniabicyclo[2.2.2]octane bis(tetra-fluoroborate)